[Si](C)(C)(C(C)(C)C)OCCCCCC(C1=NOC=C1)NS(=O)C(C)(C)C N-(6-((tert-butyldimethylsilyl)oxy)-1-(isoxazol-3-yl)hexyl)-2-methylpropane-2-sulfinamide